1-(4-(1,4-Oxazepan-4-yl)cyclohexyl)-6-isopropyl-5-(8-methoxy-7-methyl-[1,2,4]triazolo[1,5-a]pyridin-6-yl)-1,3-dihydro-2H-benzo[d]imidazol-2-on O1CCN(CCC1)C1CCC(CC1)N1C(NC2=C1C=C(C(=C2)C=2C(=C(C=1N(C2)N=CN1)OC)C)C(C)C)=O